tert-butyl (1-(4-bromophenyl)-2-(methylsulfonyl)ethyl)carbamate BrC1=CC=C(C=C1)C(CS(=O)(=O)C)NC(OC(C)(C)C)=O